C(C)(C)(C)C1=CC=C(C=C1)CS (4-(tert-butyl)phenyl)methanethiol